C(=O)O.CC=1C=C(C=C(C1N1CCN(CC1)C)C)NC1=NC(=NC=C1C(=O)N)C1=C(C=CC=C1OC)F (4-((3,5-dimethyl-4-(4-methylpiperazin-1-yl)phenyl)amino)-2-(2-fluoro-6-methoxyphenyl)pyrimidine-5-carboxamide) formate